C(C1=CC=CC=C1)O[C@@](C(=O)NNC(=O)C1=NC(=C(C=C1NC(OC(C)(C)C)=O)C(F)(F)F)Br)(CCCOC[C@H](C)O[Si](C)(C)C(C)(C)C)C(F)(F)F tert-Butyl N-[2-[[[(2R)-2-benzyloxy-5-[(2S)-2-[tert-butyl(dimethyl)silyl]oxypropoxy]-2-(trifluoromethyl)pentanoyl]amino]carbamoyl]-6-bromo-5-(trifluoromethyl)-3-pyridyl]carbamate